FC1(CCN(CC1)C1=NC=C(C=N1)C(F)(F)F)C(=O)N1CCOC2=C(C1)C=NC=C2C#N 4-[4-fluoro-1-[5-(trifluoromethyl)pyrimidin-2-yl]piperidine-4-carbonyl]-3,5-dihydro-2H-pyrido[3,4-f][1,4]oxazepine-9-carbonitrile